Benzyl N-[(3R)-1-[2-[tert-butyl(dimethyl)silyl]oxyethyl]-3-piperidyl]carbamate [Si](C)(C)(C(C)(C)C)OCCN1C[C@@H](CCC1)NC(OCC1=CC=CC=C1)=O